bis[2-(trimethylsilyl) ethyl] diisopropylphosphoramidate C(C)(C)N(P(OCC[Si](C)(C)C)(OCC[Si](C)(C)C)=O)C(C)C